2,2-Bis-[4-(2-hydroxy-3-methacryloxypropoxy)-phenyl]propan OC(COC1=CC=C(C=C1)C(C)(C)C1=CC=C(C=C1)OCC(COC(C(=C)C)=O)O)COC(C(=C)C)=O